C(C=C)(=O)N1CC2(C1)CN(CC2)C2=CN=C(C(=C2C#N)C2=C1C=NNC1=CC=C2C)OCCC2=CC=CC=C2 5-(2-acryloyl-2,6-diazaspiro[3.4]octan-6-yl)-3-(5-methyl-1H-indazol-4-yl)-2-phenethoxyisonicotinonitrile